5-[(2R,6S)-2-methyl-6-[[3-[3-(trifluoromethyl)-4,5,6,7-tetrahydropyrazolo[3,4-c]pyridin-2-yl]azetidin-1-yl]methyl]morpholin-4-yl]quinoline C[C@@H]1CN(C[C@@H](O1)CN1CC(C1)N1N=C2CNCCC2=C1C(F)(F)F)C1=C2C=CC=NC2=CC=C1